tert-butyl 4-[[(3S,6S)-6-(piperazin-1-ylmethyl)tetrahydropyran-3-yl]methyl]piperazine-1-carboxylate N1(CCNCC1)C[C@@H]1CC[C@H](CO1)CN1CCN(CC1)C(=O)OC(C)(C)C